(S)-(2-(dimethylamino)-2-oxo-1-(tetrahydro-2H-pyran-4-yl)ethyl)carbamic acid tert-butyl ester C(C)(C)(C)OC(N[C@H](C(=O)N(C)C)C1CCOCC1)=O